1-butyl-3-methyl-imidazolium tetrafluoroborate F[B-](F)(F)F.C(CCC)N1C=[N+](C=C1)C